C(C1=CC(OC)=C(O)C=C1)OCC1=CC(OC)=C(O)C=C1 vanillyl ether